FC1=C(C=CC(=C1)C1CN(C1)C)N1C(SC=C1C(=O)N)C=1C(=NOC1C(C)C)C1=CC=C(C=C1)F 3-N-(2-fluoro-4-(1-methylazetidin-3-yl)phenyl)-2-(3-(4-fluorophenyl)-5-isopropylisoxazol-4-yl)thiazole-4-carboxamide